ethyl (3R,4S)-3-((tert-butoxycarbonyl)amino)-4-hydroxycyclopentane-1-carboxylate C(C)(C)(C)OC(=O)N[C@@H]1CC(C[C@@H]1O)C(=O)OCC